[I-].CN1CC=C(C=C1)C 1,4-dimethyl-pyridine iodide salt